2-(1-((2-aminothiazol-5-yl)methyl)piperidin-4-ylidene)-N-(3,4-dimethoxyphenyl)acetamide Z-8-Tetradecenyl-acetate C(CCCCCC\C=C/CCCCC)CC(=O)O.NC=1SC(=CN1)CN1CCC(CC1)=CC(=O)NC1=CC(=C(C=C1)OC)OC